S1N=CC(=C1)C1CC(N(CC1)C12CC(C1)(C2)C2=CC=NC=C2)=O 4-(Isothiazol-4-yl)-1-(3-(pyridin-4-yl)bicyclo[1.1.1]pentan-1-yl)piperidin-2-one